(2R,6R)-N-(2-(1-Benzylpiperidin-4-yl)ethyl)-4-(5-cyanopyrimidin-2-yl)-2,6-dimethylpiperazine-1-carboxamide C(C1=CC=CC=C1)N1CCC(CC1)CCNC(=O)N1[C@@H](CN(C[C@H]1C)C1=NC=C(C=N1)C#N)C